3-(5''-bromodispiro[cyclopropane-1,1'-cyclohexane-4',3''-indoline]-1''-carbonyl)-N-(tert-butyl)benzenesulfonamide BrC=1C=C2C3(CN(C2=CC1)C(=O)C=1C=C(C=CC1)S(=O)(=O)NC(C)(C)C)CCC1(CC3)CC1